N,N'-dimethylcyclohexane-1,3-diamine CNC1CC(CCC1)NC